C(C)(C)(C)OC(=O)C1(CC1)N1N=C(C2=C(C1=O)SC(=C2)NC(=O)OC(C)(C)C)C(C)C 1-[2-(tert-butoxycarbonylamino)-4-isopropyl-7-oxo-thieno[2,3-d]pyridazin-6-yl]cyclopropanecarboxylic acid tert-butyl ester